[Sn](I)I tin diiodide